[(7-methoxy-2,3-dihydro-1,4-benzothiazepin-4(5H)yl)methyl]benzoic Acid COC=1C=CC2=C(CN(CCS2)CC2=C(C(=O)O)C=CC=C2)C1